C(C1CO1)OC1=C(C=CC=C1)C(C1=C(C=CC=C1)OCC1CO1)C1=C(C=CC=C1)OCC1CO1 tris(glycidyloxyphenyl)methan